CC1(C(NC2=CC(=CC=C12)/C=C/C(=O)NC1=C(C(=CC=C1)F)C)=O)C (E)-3-(3,3-dimethyl-2-oxoindolin-6-yl)-N-(3-fluoro-2-methylphenyl)acrylamide